pyrano[2,3-f]isoindole O1C=CC=C2C1=CC1=CN=CC1=C2